FC=1C(=NC=CC1)C1(CCC1)CNC1=NC=C(C=N1)NC(=O)C=1SC=CN1 N-[2-(([(3-fluoro(2-pyridyl))cyclobutyl]methyl)amino)pyrimidin-5-yl]-1,3-thiazol-2-ylcarboxamide